tert-butyl (2S,4S)-4-(7-bromo-8-chloro-6-fluoro-4-(2-methylpyridin-3-yl)-1H-imidazo[4,5-c]quinolin-1-yl)-2-(cyanomethyl)piperidine-1-carboxylate BrC=1C(=CC=2C3=C(C(=NC2C1F)C=1C(=NC=CC1)C)N=CN3[C@@H]3C[C@H](N(CC3)C(=O)OC(C)(C)C)CC#N)Cl